ClC1=CC(=C(COC2=CC=CC(=N2)C2CCN(CC2)CC2=NC3=C(N2CCOC)C=CC=C3)C=C1)F 2-[(4-{6-[(4-Chloro-2-fluorobenzyl)oxy]pyridin-2-yl}piperidin-1-yl)methyl]-1-(2-methoxyethyl)-1H-benzimidazol